C1=CC=COOCC1 dioxacyclooctadiene